4-Cyclopropyl-1,2,3,6-tetrahydropyridine C1(CC1)C=1CCNCC1